N-(2-chloro-4-(trifluoromethyl)phenyl)-2-(2-(2-methoxypyridin-4-yl)-7-oxo-6-(piperidin-4-yl)-[1,2,4]triazolo[1,5-a]pyrimidin-4(7H)-yl)acetamide hydrochloride Cl.ClC1=C(C=CC(=C1)C(F)(F)F)NC(CN1C=2N(C(C(=C1)C1CCNCC1)=O)N=C(N2)C2=CC(=NC=C2)OC)=O